NC1=C(C(C(O1)([2H])C1=CC=C(C(=O)O[2H])C=C1)=O)OS(=O)(=O)C([2H])([2H])C1=CC=CC=C1 4-(5-amino-3-oxo-4-(((phenylmethyl-d2)sulfonyl)oxy)-2,3-dihydrofuran-2-yl-2-d)benzoic acid-d